(3-(4-iodobenzyl)-1,2,3-oxadiazol-3-ium-5-yl)((3-(trifluoromethyl)phenyl)carbamoyl)amide IC1=CC=C(C[N+]2=NOC(=C2)[N-]C(NC2=CC(=CC=C2)C(F)(F)F)=O)C=C1